C(C)(C)(C)OC(N[C@@H]1[C@@H](CCC1)O)=O ((1s,2r)-2-hydroxycyclopentyl)carbamic acid tert-butyl ester